3,4,5,6-tetrakis(3,6-dibromo-9H-carbazole-9-yl)isophthalonitrile BrC=1C=CC=2N(C3=CC=C(C=C3C2C1)Br)C1(CC(C#N)=C(C(=C1N1C2=CC=C(C=C2C=2C=C(C=CC12)Br)Br)N1C2=CC=C(C=C2C=2C=C(C=CC12)Br)Br)N1C2=CC=C(C=C2C=2C=C(C=CC12)Br)Br)C#N